dibenzyl (2R,4R)-4-hydroxypyrrolidine-1,2-dicarboxylate O[C@@H]1C[C@@H](N(C1)C(=O)OCC1=CC=CC=C1)C(=O)OCC1=CC=CC=C1